C(C(O)C)(=S)OCC ethyl thiolactate